N-[(R)-3,3,3-trifluoro-2-methoxypropyl]-4-{(S)-1,7-diaza-7-spiro[4.4]nonyl}-5-(3,5-difluorophenyl)nicotinamide FC([C@@H](CNC(C1=CN=CC(=C1N1C[C@]2(CCCN2)CC1)C1=CC(=CC(=C1)F)F)=O)OC)(F)F